N=1C=NN2C1C=C(C=C2)OC2=CC(=C(C=C2C)NC2=NC=NC1=CC(=C(C=C21)NC(\C=C\C2N(CCCC2)C)=O)OC)OC (E)-N-(4-((4-([1,2,4]triazolo[1,5-a]pyridin-7-yloxy)-2-methoxy-5-methylphenyl)amino)-7-methoxy-quinazolin-6-yl)-3-(1-methylpiperidin-2-yl)acrylamide